2-{3-[methyl-(2,2,6,6-tetramethylpiperidin-4-yl)amino]-1,2,4-triazin-6-yl}-5-(2H-1,2,3-triazol-2-yl)pyridin-3-ol bistrifluoroacetate FC(C(=O)O)(F)F.FC(C(=O)O)(F)F.CN(C=1N=NC(=CN1)C1=NC=C(C=C1O)N1N=CC=N1)C1CC(NC(C1)(C)C)(C)C